C(C)[C@H]1CN(CCN1)C(=O)NC1=NC(N(C=C1)C1=CC=C(CN2CCC(CC2)NC(OC(C)(C)C)=O)C=C1)=O (S)-tert-butyl (1-(4-(4-(3-ethylpiperazine-1-carboxamido)-2-oxopyrimidin-1(2H)-yl)benzyl)piperidin-4-yl)carbamate